1,2-dithiolethione S1(SCC=C1)=S